FC1(CC(C1)C(=O)OCC(CC1=C(C=NC=C1)F)=O)F 3-(3-fluoropyridin-4-yl)-2-oxopropyl 3,3-difluorocyclobutane-1-carboxylate